C[C@H](CCCC(C)C)[C@H]1CC[C@@H]2[C@@]1(CC[C@H]3C2=CC[C@@H]4[C@@]3(CC[C@@H]([C@H]4CO)O)C)C The molecule is a 4alpha-hydroxymethyl steroid that is 5-alpha-cholest-7-en-3beta-ol in which the alpha-hydrogen at position 4 has been replaced by a hydroxymethyl group. It is a 3beta-sterol, a cholestanoid and a 4alpha-hydroxymethyl steroid.